N1N=CC2=CC=C(C=C12)C#CC1=C(C=CC=2C(=NOC21)NC2=CC(=CC=C2)OC(F)(F)F)C 7-((1H-indazol-6-yl)ethynyl)-6-methyl-N-(3-(trifluoromethoxy)phenyl)benzo[d]isoxazol-3-amine